4-amino-butanoic acid methyl ester hydrochloride Cl.COC(CCCN)=O